FC=1C=C(C=NC1C)NC(=N)C1(CCN(CC1)C1=C(N=C2C(=N1)N(N=C2I)C2OCCCC2)CO)C N-(5-fluoro-6-methylpyridin-3-yl)-1-(5-(hydroxymethyl)-3-iodo-1-(tetrahydro-2H-pyran-2-yl)-1H-pyrazolo[3,4-b]pyrazin-6-yl)-4-methylpiperidin-4-carboximidamide